(S)-1-(2-(1H-indol-3-yl)ethyl)-6,7-dimethoxy-2-(2,2,2-trifluoroethyl)-1,2,3,4-tetrahydroisoquinoline N1C=C(C2=CC=CC=C12)CC[C@@H]1N(CCC2=CC(=C(C=C12)OC)OC)CC(F)(F)F